C(C)N1N=C2N=C(C=NC2=C1)N[C@@H](C)C=1C=C(C=CC1)NC(C1=CN=C(C=C1)CN1CCCC1)=O (S)-N-(3-(1-((2-ethyl-2H-pyrazolo[3,4-b]pyrazin-6-yl)amino)ethyl)phenyl)-6-(pyrrolidin-1-ylmethyl)nicotinamide